[Pt]=O platinum(II) oxide